C1(=CC=CC=C1)SC1=NN=NN1 Phenyltetrazolethiol